1-(N-BOC-3-AMINOPROPYL)-2-FORMYLIMIDAZOLE C(=O)(OC(C)(C)C)NCCCN1C(=NC=C1)C=O